3-methyl-morphinan-17-formaldehyde CC=1C=CC=2C[C@@H]3[C@@H]4CCCC[C@@]4(C2C1)CCN3C=O